C1(CC1)[C@H](C)NCC1=C2C(=NC(=C1)C(=O)N)C(CO2)(C)C 7-((((S)-1-cyclopropylethyl)amino)methyl)-3,3-dimethyl-2,3-dihydrofuro[3,2-b]pyridine-5-carboxamide